[Cl-].[Cl-].[Cl-].[Ti+3].C(C)(C)(C)C1=C(C(C=NC2=C(C=CC=C2)SC)=CC(=C1)C(C)(C)C)O 3,5-di-t-butylsalicylidene-2-methylthioaniline titanium trichloride